nonadecane-8,9-diol CCCCCCCC(C(CCCCCCCCCC)O)O